1-(2,2-Difluorobenzo[d][1,3]dioxol-4-yl)hydrazine FC1(OC2=C(O1)C=CC=C2NN)F